[Al].O(C=1C(=NC2=C(C=CC=C2C1)O)C)C=1C(=NC2=C(C=CC=C2C1)O)C oxo-bis-(2-methyl-8-hydroxyquinoline) aluminum